tert-butyl 4-[2-(3-acetoxycyclobutyl)-6-fluoro-3H-imidazo[4,5-b]pyridin-7-yl]piperidine-1-carboxylate C(C)(=O)OC1CC(C1)C1=NC=2C(=NC=C(C2C2CCN(CC2)C(=O)OC(C)(C)C)F)N1